(Z)-3-(3-(1-Fluoro-3-phenylprop-1-en-1-yl)-2-(4-(trifluoromethyl)phenyl)-1H-indol-1-yl)-2,2-dimethylpropanamide F\C(=C/CC1=CC=CC=C1)\C1=C(N(C2=CC=CC=C12)CC(C(=O)N)(C)C)C1=CC=C(C=C1)C(F)(F)F